Tert-butyl (8aS,11R)-5-bromo-6-chloro-4-fluoro-11-methyl-8a,9,11,12-tetrahydropyrazino[2',1':3,4][1,4]oxazepino[5,6,7-de]quinazoline-10(8H)-carboxylate BrC=1C(=C2C3=C(N=CN=C3C1F)N1[C@H](CO2)CN([C@@H](C1)C)C(=O)OC(C)(C)C)Cl